BrC1=CC(=C(O[C@H](C(=O)O)C)C=C1F)C=C(F)F (S)-2-[4-bromo-2-(2,2-difluoroethenyl)-5-fluorophenoxy]propionic acid